NC1=C2C(=NC=N1)N(N=C2C2=NOC(=C2C2=NC=C(C=N2)CCOCCC(=O)O)C2CC2)C(C)(C)C 3-(2-(2-(3-(4-amino-1-(tert-butyl)-1H-pyrazolo[3,4-d]pyrimidin-3-yl)-5-cyclopropylisoxazol-4-yl)pyrimidin-5-yl)ethoxy)propanoic acid